N-(5-(4,4-difluoropiperidin-1-yl)imidazo[1,2-c]pyrimidin-7-yl)-4-nitro-2-(6-azaspiro[2.5]octan-6-yl)benzamide FC1(CCN(CC1)C1=NC(=CC=2N1C=CN2)NC(C2=C(C=C(C=C2)[N+](=O)[O-])N2CCC1(CC1)CC2)=O)F